C(C)OC(=O)N1C(C=CC2=CC=CC=C12)OCC 2-ethoxy-1(2H)-quinolinecarboxylic acid ethyl ester